ClC1=C(C(=C(C(=C1)C(F)(F)F)CC=O)O)I 2-[4-chloro-2-hydroxy-3-iodo-6-(trifluoromethyl)phenyl]acetaldehyde